(R)-6-(5-(1-(3,5-Dichloropyridin-4-yl)ethoxy)-1H-indazol-3-yl)-1'-ethyl-4H-spiro[benzo[d][1,3]dioxine-2,4'-piperidine] ClC=1C=NC=C(C1[C@@H](C)OC=1C=C2C(=NNC2=CC1)C1=CC2=C(OC3(CCN(CC3)CC)OC2)C=C1)Cl